C(C)(=O)C=1SC(=C(N1)C)OC1=C(C=C(C=C1)N1N=CN(C1=O)CC1=C(C=CC=C1F)F)F 2-(4-((2-Acetyl-4-methylthiazol-5-yl)oxy)-3-fluorophenyl)-4-(2,6-difluorobenzyl)-2,4-dihydro-3H-1,2,4-triazol-3-one